3-oxocyclobutyl pivalate C(C(C)(C)C)(=O)OC1CC(C1)=O